C(C1CO1)OC(=O)C1=CC=CC2=CC=C(C=C12)C(=O)OCC1CO1 1,7-naphthalenedicarboxylic acid diglycidyl ester